OCC=1C=C(C=C(C1)C(F)(F)F)NC(=O)C1=CSC=2CN(CCC21)C(=O)C=2C=NN1C2C=NC=C1 N-(3-(hydroxymethyl)-5-(trifluoromethyl)phenyl)-6-(pyrazolo[1,5-a]pyrazine-3-carbonyl)-4,5,6,7-tetra-hydrothieno[2,3-c]pyridine-3-carboxamide